4-vinylbenzene-boric acid B(O)(O)O.C(=C)C1=CC=CC=C1